(2-(2,6-dioxopiperidin-3-yl)-3-oxoisoindolin-5-yl)methyl (2-fluoro-4-methyl-5-propoxyphenyl)carbamate FC1=C(C=C(C(=C1)C)OCCC)NC(OCC=1C=C2C(N(CC2=CC1)C1C(NC(CC1)=O)=O)=O)=O